CC1=NC=C(C=N1)C1=NCC(CC1)C 2-methyl-5-(5-methyl-3,4,5,6-tetrahydropyridin-2-yl)Pyrimidine